(R)-(3-(1-Aminoethyl)-5-(trifluoromethyl)phenyl)carboxylate N[C@H](C)C=1C=C(C=C(C1)C(F)(F)F)C(=O)[O-]